9-(4-(3,5-dimethylisoxazol-4-yl)benzyl)-2-(2-isopropylphenyl)-7,9-dihydro-8H-purin-8-one CC1=NOC(=C1C1=CC=C(CN2C3=NC(=NC=C3NC2=O)C2=C(C=CC=C2)C(C)C)C=C1)C